C1=CC=CC=2C3=CC=CC=C3C(C12)COC(=O)N[C@H](C(=O)O)CC1=CC=CC2=C(C=CC=C12)C(N)=O (S)-2-((((9H-fluoren-9-yl)methoxy)carbonyl)amino)-3-(5-carbamoylnaphthalen-1-yl)propanoic acid